ClC1=CC(=C(C=C1)N1CC(N(C2(COC2)C1=O)CC1=CC=C(C=C1)F)=O)F 8-(4-chloro-2-fluorophenyl)-5-(4-fluorobenzyl)-2-oxa-5,8-diazaspiro[3.5]nonane-6,9-dione